NC=1C(=NC(=CN1)C1=CCC(CC1)NC(=O)OC(C)(C)C)C(=O)OC methyl 3-amino-6-(4-((tert-butoxycarbonyl)amino)cyclohex-1-en-1-yl)pyrazine-2-carboxylate